BrC1=C(C=C(C=C1)C)O 2-Bromo-5-methylphenol